(Z)-tert-butyl 3-fluoro-4-hydroxybut-2-enylcarbamate F\C(=C/CNC(OC(C)(C)C)=O)\CO